BrC=1C(=C(OCC(=O)OCC)C=C(C1CC1=CC(=C(C=C1)O)C(C)C)Cl)F ethyl 2-(3-bromo-5-chloro-2-fluoro-4-(4-hydroxy-3-isopropylbenzyl)phenoxy)acetate